N-[(1r,2r)-2-hydroxy-1-(hydroxymethyl)-2-(4-nitrophenyl)ethyl]acetamide O[C@@H]([C@@H](CO)NC(C)=O)C1=CC=C(C=C1)[N+](=O)[O-]